N-(3-cyano-4-fluorophenyl)-11,11-difluoro-3,4,8,9,10,11-hexahydro-1H-pyrido[4',3':3,4]pyrazolo[1,5-a]azepine-2(7H)-carboxamide C(#N)C=1C=C(C=CC1F)NC(=O)N1CC=2C(=NN3C2C(CCCC3)(F)F)CC1